behenyl-oleic acid C(CCCCCCCCCCCCCCCCCCCCC)C(C(=O)O)CCCCCC\C=C/CCCCCCCC